para-isopropyl-α-methylstyrene C(C)(C)C1=CC=C(C(=C)C)C=C1